CC=1C=C(C(=O)N)C=C(C1)S(=O)(=O)C 3-methyl-5-(methylsulfonyl)benzamide